CC1=NOC(=C1C=1C=CC=C2C(=NC=NC12)N[C@H](CN1CCN(CC1)S(=O)(=O)C=1SC(=CC1)C1=C(C(=NO1)C)C)C)C 8-(3,5-dimethyl-1,2-oxazol-4-yl)-N-[(2S)-1-(4-{[5-(3,4-dimethyl-1,2-oxazol-5-yl)thiophen-2-yl]sulfonyl}piperazin-1-yl)propan-2-yl]quinazolin-4-amine